Isoquinolinone C1=CC=C2C(=C1)C=CNC2=O